2,6-dichloro-8-methyl-7-(tetrahydro-2H-pyran-2-yl)-7H-purine ClC1=NC(=C2N(C(=NC2=N1)C)C1OCCCC1)Cl